C(C)C=1C(=CC=C2C=C(C=C(C12)C1=C(C=2N=C(N=C(C2C(=N1)OC)N1C[C@@H](CCC1)C)OC[C@@]1(CN(CC[C@@H]1CF)C)C)F)O)F (R)-1-(7-(8-ethyl-7-fluoro-3-hydroxynaphthalen-1-yl)-8-fluoro-2-(((3S,4S)-4-(fluoromethyl)-1,3-dimethylpiperidin-3-yl)methoxy)-5-methoxypyrido[4,3-d]pyrimidin-4-yl)-3-methylpiperidine